1-(2,6-dichlorophenyl)-5-(2,3-dihydroxypropoxy)-7-methoxy-2-methyl-1,6-naphthyridin-4(1H)-one ClC1=C(C(=CC=C1)Cl)N1C(=CC(C2=C(N=C(C=C12)OC)OCC(CO)O)=O)C